ClS(=O)(=O)N1CCN(CC1)C(=O)OC(C)(C)C tert-Butyl 4-(chlorosulfonyl)piperazine-1-carboxylate